4-(3-bromo-4-fluorophenyl)-3-(4-(((2-(4-methoxyphenyl)-1,1-dihydroxyisothiazolidin-5-yl)methyl)amino)-1,2,5-oxadiazol-3-yl)-1,2,4-oxadiazol-5(4H)-one BrC=1C=C(C=CC1F)N1C(=NOC1=O)C1=NON=C1NCC1CCN(S1(O)O)C1=CC=C(C=C1)OC